1-((S)-2-((tert-butyldimethylsilyl)oxy)-1-(3-chlorophenyl)ethyl)-4-(1-(tetrahydro-2H-pyran-2-yl)-3-(tetrahydro-2H-pyran-4-yl)-1H-indazol-5-yl)pyridin-2(1H)-one [Si](C)(C)(C(C)(C)C)OC[C@H](C1=CC(=CC=C1)Cl)N1C(C=C(C=C1)C=1C=C2C(=NN(C2=CC1)C1OCCCC1)C1CCOCC1)=O